BrC1=CC(=C2C=CN(C2=C1)C(C)(C1=NC=CC=C1)C1=NC=CC=C1)[N+](=O)[O-] 6-bromo-1-(1,1-di(pyridin-2-yl)ethyl)-4-nitro-1H-indole